BrC=1C=C2C(OCC=3C=C(N=CC3C3=CC(=C(C(NS(C(C1OC)=C2)(=O)=O)=C3)OC)C)C(F)(F)F)=O 13-Bromo-14,19-dimethoxy-20-methyl-16,16-dioxo-5-(trifluoromethyl)-9-oxa-16λ6-thia-4,17-diazatetracyclo[16.3.1.111,15.02,7]tricosa-1(21),2(7),3,5,11,13,15(23),18(22),19-nonaen-10-one